O1[C@@H](CC1)CN1C(=NC2=C1C=C(C=C2)C(=O)OC(C)(C)C)CN2CCC(CC2)C2=NC(=CC=C2)OCC=2C=NN1C2C=CC=C1 t-butyl (S)-1-(oxetan-2-ylmethyl)-2-((4-(6-(pyrazolo[1,5-a]pyridin-3-ylmethoxy) pyridin-2-yl) piperidin-1-yl) methyl)-1H-benzo[d]imidazole-6-carboxylate